pyrimidoic acid N1=C(N=CC=C1)C(=O)O